The molecule is an (S)-3-hydroxyacyl-CoA(4-) obtained by deprotonation of phosphate and diphosphate OH groups of (3S,5Z)-3-hydroxytetradec-5-enoyl-CoA; major species at pH 7.3. It is a (S)-3-hydroxyacyl-CoA(4-), a long-chain fatty acyl-CoA(4-), a monounsaturated fatty acyl-CoA(4-) and a long-chain (3S)-hydroxy fatty acyl-CoA(4-). It is a conjugate base of a (3S,5Z)-3-hydroxytetradec-5-enoyl-CoA. CCCCCCCC/C=C\\C[C@@H](CC(=O)SCCNC(=O)CCNC(=O)[C@@H](C(C)(C)COP(=O)([O-])OP(=O)([O-])OC[C@@H]1[C@H]([C@H]([C@@H](O1)N2C=NC3=C(N=CN=C32)N)O)OP(=O)([O-])[O-])O)O